dodecene methacrylate C(C(=C)C)(=O)O.C=CCCCCCCCCCC